N-hydroxy-3-[1-(phenylsulfanyl)methyl-1H-1,2,3-triazol-4-yl]benzamide ONC(C1=CC(=CC=C1)C=1N=NN(C1)CSC1=CC=CC=C1)=O